(R)- and (S)-4-((1-cyclopropyl-3-methyl-1H-pyrazol-4-yl)oxy)butan-2-amine C1(CC1)N1N=C(C(=C1)OCC[C@@H](C)N)C |r|